methyl 3-chloro-2-difluoromethoxy-5,6,7,8-tetrahydronaphthalene-1-carboxylate ClC=1C(=C(C=2CCCCC2C1)C(=O)OC)OC(F)F